(4-((4-(8-methoxy-3,4-dihydro-2,7-naphthyridin-2(1H)-yl)phenyl)thio)cyclohexyl)-5-(trifluoromethyl)pyridin-2-amine COC=1N=CC=C2CCN(CC12)C1=CC=C(C=C1)SC1CCC(CC1)C=1C(=NC=C(C1)C(F)(F)F)N